bromo-15E-17E-octadecadien BrC=CC=CCCCCCCCCCCCCCC